CN(C)\C=C/1\N(CC(C1=O)(C(F)(F)F)OC)C(=O)OC(C)(C)C tert-butyl (E)-2-((dimethylamino)methylene)-4-methoxy-3-oxo-4-(trifluoromethyl)pyrrolidine-1-carboxylate